5-hydroxy-2-isobutyl-1-phenyl-1H-benzo[g]indazol-3(2H)-one OC=1C=C2C(N(N(C2=C2C1C=CC=C2)C2=CC=CC=C2)CC(C)C)=O